C(CC(=O)[O-])(=O)OC(CC)C1=CC=CC=C1 (1-phenylpropyl) malonate